C1CCC12CNCCC2 6-azaspiro[3.5]nonane